FC(COCC=C)(F)F allyl 2,2,2-trifluoroethyl ether